CC(C#N)(C)C1=NC=C(C=C1)NCC#CC=1N(C2=CC=C(C=C2C1)CNC1CCC(CC1)N1CCOCC1)CC(F)(F)F 2-methyl-2-{5-({3-{5-({[4-(morpholin-4-yl)cyclohexyl]amino}methyl)-1-(2,2,2-trifluoroethyl)-1H-indol-2-yl}prop-2-yn-1-yl}amino)pyridin-2-yl}propanenitrile